C(C1=CC=CC=C1)NC1=C(N=CC2=C(C=CC=C12)C=1C=NC=CC1F)C(=O)NCCC 4-(Benzylamino)-8-(4-fluoropyridin-3-yl)-N-propylisoquinoline-3-carboxamide